methyl-2,2'-bipyridine CC=1C(=NC=CC1)C1=NC=CC=C1